NC1CC2COCC(C1)N2C2=NC(=C(C(=N2)C(=O)N)C2=C(C(=CC=C2)Cl)Cl)C 2-(7-Amino-3-oxa-9-aza-bicyclo[3.3.1]non-9-yl)-5-(2,3-dichlorophenyl)-6-methyl-pyrimidine-4-carboxylic acid amide